(E)-1-methyl-propane-2-sulfinamide CCC(C)S(=O)N